BIS(1,1,1,2,2-PENTAFLUORODODECAN-3-YL) 6,6'-((5-HYDROXYPENTYL)AZANEDIYL)DIHEXANOATE OCCCCCN(CCCCCC(=O)OC(C(C(F)(F)F)(F)F)CCCCCCCCC)CCCCCC(=O)OC(C(C(F)(F)F)(F)F)CCCCCCCCC